C(C)(=O)N1CCC(CC1)(OCC)C=1C(N(C2=C(C(=NC(=C2C1)Cl)C)OC1CCN(CC1)C(=O)OC(C)(C)C)C)=O tert-Butyl 4-((3-(1-acetyl-4-ethoxypiperidin-4-yl)-5-chloro-1,7-dimethyl-2-oxo-1,2-Dihydro-1,6-naphthyridin-8-yl)oxy)piperidine-1-carboxylate